1-(3,4-dichlorophenyl)-2-(dimethylamino)ethan-1-one ClC=1C=C(C=CC1Cl)C(CN(C)C)=O